C(C)(C)N(C(C(C)C)=O)C(C)C N,N-diisopropyl-isobutyramide